tert-butyl (S)-(4-oxo-2,3,4,5-tetrahydropyrido[3,2-b][1,4]oxazepin-3-yl)carbamate O=C1NC2=C(OC[C@@H]1NC(OC(C)(C)C)=O)C=CC=N2